N1(CCNCC1)CCCN1C=C(C=C1)C(=O)N (3-(piperazin-1-yl)propyl)-1H-pyrrole-3-carboxamide